dimethyl-(p-methylbenzyl)chlorosilane C[Si](Cl)(CC1=CC=C(C=C1)C)C